BrC=1CN(CCC1C(NC1=NN(C=C1CC=1C=NC=CC1)CC1=CC=C(C=C1)OC)=O)C(=O)OC(C)(C)C tert-butyl 3-bromo-4-({1-[(4-methoxyphenyl)methyl]-4-(pyridin-3-ylmethyl)pyrazol-3-yl}carbamoyl)-5,6-dihydro-2H-pyridine-1-carboxylate